6-[(3S,4S)-4-methyl-1-(quinolin-3-ylmethyl)pyrrolidin-3-yl]-1-(tetrahydro-2H-pyran-4-yl)-1,5-dihydro-4H-pyrazolo[3,4-d]pyrimidin-4-one C[C@H]1[C@@H](CN(C1)CC=1C=NC2=CC=CC=C2C1)C=1NC(C2=C(N1)N(N=C2)C2CCOCC2)=O